CCCCC/C=C\C/C=C\CCCCCCCCCCCC(=O)OC[C@H](COP(=O)([O-])OCC[N+](C)(C)C)OC(=O)CCCCCCC/C=C\C/C=C\C/C=C\CC 1-(13Z,16Z-docosadienoyl)-2-(9Z,12Z,15Z-octadecatrienoyl)-glycero-3-phosphocholine